N-{(1S)-1-[3-(methyloxy)phenyl]ethyl}pyrimidin-4-amine COC=1C=C(C=CC1)[C@H](C)NC1=NC=NC=C1